4-methoxybenzoic acid [4-(2-butyl) benzylidene-2-pentyl] ester CC(CC)C1=CC=C(C=CCCC(C)OC(C2=CC=C(C=C2)OC)=O)C=C1